FC=1C=C(C=C2CN(C(C12)=O)C1C(NC(CC1)=O)=O)CN1C2CN(CC1C2)C(=O)C2=C(CCCC2)C2=CC=C(C=C2)F 3-(7-fluoro-5-((3-(4'-fluoro-3,4,5,6-tetrahydro-[1,1'-biphenyl]-2-carbonyl)-3,6-diazabicyclo[3.1.1]heptane-6-yl)methyl)-1-oxoisoindolin-2-yl)piperidine-2,6-dione